N-(4-(aminomethyl)cyclohexyl)-6-(4-butylpiperidin-1-yl)-2-methylpyridin-3-amine NCC1CCC(CC1)NC=1C(=NC(=CC1)N1CCC(CC1)CCCC)C